ClC=1C(=CC(=C2C(=NNC12)C=1CNCCC1)F)F 7-Chloro-4,6-difluoro-3-(1,2,5,6-tetrahydropyridin-3-yl)-1H-indazole